3-(3-(5-tert-butylisoxazol-3-yl)ureido)-N-isopropyl-2,3,4,9-tetrahydro-1H-carbazole-8-carboxamide C(C)(C)(C)C1=CC(=NO1)NC(NC1CCC=2NC3=C(C=CC=C3C2C1)C(=O)NC(C)C)=O